C(C(C)(C)C)(=O)OCOC1=C(C(=CC(=C1)CCC)O)[C@H]1[C@@H](CCC(=C1)C)C(=C)C (((1'R,2'R)-6-hydroxy-5'-methyl-2'-(prop-1-en-2-yl)-4-propyl-1',2',3',4'-tetrahydro-[1,1'-biphenyl]-2-yl)oxy)methyl pivalate